COC(=O)C1=NC(=CC=C1F)C(F)(F)F 3-fluoro-6-(trifluoromethyl)pyridine-2-carboxylic acid methyl ester